C1(CCCCCC1)[C@@H](C(=O)NC1=CC=C(C=C1)C1=NN=CN1C)NC(OC(C)(C)C)=O tert-butyl N-[(1S)-1-cycloheptyl-2-[4-(4-methyl-1,2,4-triazol-3-yl)anilino]-2-oxo-ethyl]carbamate